BrC1=CC=2C3=C(C=NC2C=C1F)N(C(C31CC(C1)C1=CC=CC=C1)=O)C trans-8'-Bromo-7'-fluoro-3'-methyl-3-phenylspiro[cyclobutane-1,1'-pyrrolo[2,3-c]quinolin]-2'(3'H)-one